(p-cyanophenyl)acetic acid C(#N)C1=CC=C(C=C1)CC(=O)O